2-(1-(4-chlorobenzoyl)piperidin-3-yl)-5-hydroxy-N-(isoxazol-4-yl)-1-methyl-6-oxo-1,6-dihydropyrimidine-4-carboxamide ClC1=CC=C(C(=O)N2CC(CCC2)C=2N(C(C(=C(N2)C(=O)NC=2C=NOC2)O)=O)C)C=C1